1-(4-(4-amino-5-(4-((6-ethylpyridin-2-yl)oxy)-3-methoxyphenyl)-7-methyl-7H-pyrrolo[2,3-d]pyrimidin-6-yl)-3,6-dihydropyridin-1(2H)-yl)prop-2-en-1-one NC=1C2=C(N=CN1)N(C(=C2C2=CC(=C(C=C2)OC2=NC(=CC=C2)CC)OC)C=2CCN(CC2)C(C=C)=O)C